8-hydroxy-chinolin-5-sulfonic acid OC1=CC=C(C=2C=CC=NC12)S(=O)(=O)O